(methyl-d3)[(methyl-d3)benzofuropyridineyl]pyridine C([2H])([2H])([2H])C=1C(=NC=CC1)C1=NC2=C(C=C1C([2H])([2H])[2H])OC1=C2C=CC=C1